ClC1=CC2=C(C(N(C=C2C2=CC(N(C=C2C2=CC=CC=C2)C)=O)C)=O)N1 4-{2-chloro-6-methyl-7-oxo-1H-pyrrolo[2,3-c]pyridin-4-yl}-1-methyl-5-phenylpyridin-2-one